FC(C(=O)N1CC(CC1)C(C(F)(F)F)=O)(F)F 2,2,2-trifluoro-1-[3-(2,2,2-trifluoroacetyl)pyrrolidin-1-yl]ethanone